Tert-Butyl (3S)-4-(5-bromo-6-oxo-1,6-dihydropyridazin-4-yl)-3-methylpiperazine-1-carboxylate BrC1=C(C=NNC1=O)N1[C@H](CN(CC1)C(=O)OC(C)(C)C)C